C(C1=CC=CC=C1)C1=CC=C(C=C1)N(C(=O)C1=NC=CN=C1)C(C(=O)NC(C)(C)C)C1=CSC=C1 N-(4-benzyl-phenyl)-N-(2-(tert-butylamino)-2-oxo-1-(thiophen-3-yl)ethyl)pyrazine-2-carboxamide